2-allyl-1-(6-(2-hydroxypropan-2-yl)pyridin-2-yl)-6-((3-methylbenzo[d]isoxazol-5-yl)amino)-1,2-dihydro-3H-pyrazolo[3,4-d]pyrimidin-3-one C(C=C)N1N(C2=NC(=NC=C2C1=O)NC=1C=CC2=C(C(=NO2)C)C1)C1=NC(=CC=C1)C(C)(C)O